[C@H](C)(CC)NC=1N=CC2=C(N1)NC=C2C2=CC=1N(C=C2)N=CC1 (S)-N-(sec-butyl)-5-(pyrazolo[1,5-a]pyridin-5-yl)-7H-pyrrolo[2,3-d]pyrimidin-2-amine